C(#N)C1=CC(=C(COC2=CC=CC(=N2)C2=CC(=C(CC3=NC4=C(N3CC3OCC3)C=C(C=C4)C(=O)O)C=C2)F)C=C1)F (4-(6-((4-cyano-2-fluorobenzyl)oxy)pyridin-2-yl)-2-fluorobenzyl)-1-(oxetan-2-ylmethyl)-1H-benzo[d]imidazole-6-carboxylic acid